2-fluoro-3-trifluoromethoxybenzamide FC1=C(C(=O)N)C=CC=C1OC(F)(F)F